C(CCCCCCCCC)(=O)OC=1N(C2=CC=CC=C2C1C=O)C(=O)OC methyl (decanoyloxy)3-formyl-1H-indole-1-carboxylate